C(C)(=O)O.[Pd+2] palladium (II) acetic acid